FC=1C(=C(C=CC1)O)C1=C2C(=C(N=N1)N[C@@H]1[C@H](CCCC1)O)C=NC=C2 3-fluoro-2-(4-(((1S,2S)-2-hydroxycyclohexyl)amino)pyrido[3,4-d]pyridazin-1-yl)phenol